NC1=C2N=CN(C2=NC=N1)[C@@H]1O[C@@H]2COP(O[C@H]3[C@H]([C@@H](O[C@@H]3\C=C/P(O[C@H]2[C@H]1F)(=O)O)N1C2=NC=NC(=C2N=C1)N)F)(=O)O (1R,6R,8R,9R,10R,13Z,15R,17R,18R)-8,17-bis(6-amino-9H-purin-9-yl)-9,18-difluoro-3,12-dihydroxy-2,4,7,11,16-pentaoxa-3λ5,12λ5-diphosphatricyclo[13.3.0.06,10]octadec-13-ene-3,12-dione